C(C)C1=C(C=CC=C1)P(C1=CC=CC=C1)C1=CC=CC=C1 ethyl-(triphenylphosphine)